C(C)(C)(C)OC(=O)N1CCC(CC1)N1CC(CCC1)C1=NC2=CC=CC=C2C(N1)=O 3-(4-oxo-3,4-dihydro-quinazolin-2-yl)-[1,4'-bipiperidine]-1'-carboxylic acid tert-butyl ester